O[C@H](C)C1=NC=2C(=C3C(=NC2)NC=C3)N1N1C3CC(CC1CC3)=CC#N 2-(8-(2-((R)-1-hydroxyethyl)imidazo[4,5-d]pyrrolo[2,3-b]pyridin-1(6H)-yl)-8-azabicyclo[3.2.1]octan-3-ylidene)acetonitrile